CN[C@@H](C(C)C)C(=O)N methyl-L-valinamide